4-([1H-pyrazolo[4,3-d]pyrimidin-7-ylamino]methyl)phenyl-phosphonic acid N1N=CC=2N=CN=C(C21)NCC2=CC=C(C=C2)P(O)(O)=O